[I-].C(CCC)SC1=C(C(OC2=CC(=C(C=C12)[N+](=O)[O-])N(CC)CC)=O)C=C(C#N)C1=[N+](C=CC=C1)C 2-(2-(4-(butylsulfanyl)-7-(diethylamino)-6-nitro-2-oxo-2H-chromen-3-yl)-1-cyanovinyl)-1-methylpyridin-1-ium iodide